N1(CCCC1)C=1C=C(C=CC1)CN [3-(pyrrolidin-1-yl)phenyl]methylamine